C(C)(C)(C)OC(=O)N[C@@]1(CN(CC1)C1=CC(=NC=C1C(=O)OC)OC)C methyl (S)-4-(3-((tert-butoxycarbonyl)amino)-3-methylpyrrolidin-1-yl)-6-methoxynicotinate